C(C)(C)(C)OC(=O)N1[C@H](CN(CC1)C=1C=NC(=CC1)N)C(O[SiH2]C(C)(C)C)(C)C (R)-4-(6-amino-pyridin-3-yl)-2-(tert-butyl-dimethyl-silanyloxymethyl)-piperazine-1-carboxylic acid tert-butyl ester